CC=1C=2N(C=CC1N1CCNCC1)C(=CN2)N2C(NC(CC2)=O)=O 1-(8-methyl-7-piperazin-1-yl-imidazo[1,2-a]pyridin-3-yl)hexahydropyrimidine-2,4-dione